4-piperidyl 4-[5-acetyl-3-[7-(difluoromethyl)-6-(1-methylpyrazol-4-yl)-3,4-dihydro-2H-quinolin-1-yl]-6,7-dihydro-4H-pyrazolo[4,3-c]pyridin-1-yl]piperidine-1-carboxylate C(C)(=O)N1CC2=C(CC1)N(N=C2N2CCCC1=CC(=C(C=C21)C(F)F)C=2C=NN(C2)C)C2CCN(CC2)C(=O)OC2CCNCC2